3-(4-(5-(difluoromethyl)-1,3,4-oxadiazole-2-yl)-2-fluorobenzyl)-5-fluoro-1-(piperidine-4-yl)-1,3-dihydro-2H-benzo[d]imidazole-2-one FC(C1=NN=C(O1)C1=CC(=C(CN2C(N(C3=C2C=C(C=C3)F)C3CCNCC3)=O)C=C1)F)F